C1(CCCC1)N1C(C(N(C=C1)CC1=CC(=NO1)C1=CC=CC=C1)=O)=O 1-cyclopentyl-4-((3-phenylisoxazol-5-yl)methyl)-1,4-dihydropyrazine-2,3-dione